4-hydroxy-1-isobutyl-6-methoxy-2-oxo-1,2-dihydroquinoline-3-carboxylic acid ethyl ester C(C)OC(=O)C=1C(N(C2=CC=C(C=C2C1O)OC)CC(C)C)=O